CN1N=C2N(C=CC(=C2)C2=CC=CC3=CC(=CC=C23)C2=NN=C3N2CCCCC3)C1=O 2-methyl-7-(6-{5H,6H,7H,8H,9H-[1,2,4]triazolo[4,3-a]azepin-3-yl}naphthalen-1-yl)-[1,2,4]triazolo[4,3-a]pyridin-3-one